ClC=1C=C(C=CC1Cl)N1CCN(CC1)CCCCOC1=C2CN(C(C2=CC=C1)=O)C1C(NC(CC1)=O)=O 3-(4-(4-(4-(3,4-dichlorophenyl)piperazin-1-yl)butoxy)-1-oxoisoindolin-2-yl)piperidine-2,6-dione